C(C)C1=NC(=CC=C1N1C[C@H](C[C@@H](C1)F)CC(=O)OC)C=1N=NN(C1COS(=O)(=O)C)C |o1:10,12| methyl 2-((3S,5S) or (3R,5R)-1-(2-ethyl-6-(1-methyl-5-(((methylsulfonyl)oxy) methyl)-1H-1,2,3-triazol-4-yl)pyridin-3-yl)-5-fluoropiperidin-3-yl)acetate